2-((2R,6S)-2,6-dimethylpiperazin-1-yl)-N-(5-(2,6-dioxopiperidin-3-yl)pyridin-2-yl)acetamide hydrochloride Cl.C[C@H]1N([C@H](CNC1)C)CC(=O)NC1=NC=C(C=C1)C1C(NC(CC1)=O)=O